1-[({1-[5-(difluoromethyl)(1,3,4-thiadiazol-2-yl)]-4-(2-oxa-8-azaspiro[4.5]dec-8-yl)-1H-indazol-6-yl}sulfonyl)amino]cyclopropanecarbonitrile FC(C1=NN=C(S1)N1N=CC2=C(C=C(C=C12)S(=O)(=O)NC1(CC1)C#N)N1CCC2(CCOC2)CC1)F